1,3-diethyl-5-((1-(2-isooctyl)-1H-indol-2-yl)methylene)-2-thiobarbituric acid C(C)N1C(=S)N(C(=O)C(C1=O)=CC=1N(C2=CC=CC=C2C1)C(C)CCCC(C)C)CC